COC1=CC=C(CNC2=C3N=CN=C3N(C=N2)C2[C@H](O)[C@@H](O)[C@H](O)[C@H](O2)CO)C=C1 6-(4-methoxybenzylamino)-3-glucopyranosylpurine